6-(2-hydroxy-2-methylpropoxy)-4-(6-(3-(pyridin-3-yloxy)azetidin-1-yl)pyridin-3-yl)pyrazolo[1,5-a]pyridine-3-carbonitrile OC(COC=1C=C(C=2N(C1)N=CC2C#N)C=2C=NC(=CC2)N2CC(C2)OC=2C=NC=CC2)(C)C